3-(6-(2-methoxy-4-(trifluoromethyl)phenyl)-5-methylpyridazine-3-carbonyl)piperidine-1-carboxylic acid tert-butyl ester C(C)(C)(C)OC(=O)N1CC(CCC1)C(=O)C=1N=NC(=C(C1)C)C1=C(C=C(C=C1)C(F)(F)F)OC